CN1N=C(C(=C1)C1=CC=2C3=C(C=NC2C=C1OC)N(C(N3C3=NC=C(C=C3F)OC)=O)C)C 8-(1,3-Dimethyl-1H-pyrazol-4-yl)-1-(3-fluoro-5-methoxy-pyridin-2-yl)-7-methoxy-3-methyl-1,3-dihydroimidazo[4,5-c]-quinolin-2-one